(R)-2-(5-((1-(2-(2-fluorophenyl)oxazol-4-yl)ethyl)amino)-6-oxo-2-(piperidin-1-yl)pyrimidin-1(6H)-yl)acetic acid FC1=C(C=CC=C1)C=1OC=C(N1)[C@@H](C)NC1=CN=C(N(C1=O)CC(=O)O)N1CCCCC1